2-(3-chlorophenyl)-N-{2-[(2,4-dimethoxybenzyl)sulfamoyl]biphenyl-4-yl}acetamide ClC=1C=C(C=CC1)CC(=O)NC1=CC(=C(C=C1)C1=CC=CC=C1)S(NCC1=C(C=C(C=C1)OC)OC)(=O)=O